5-methoxycarbonyl-1-[(4-methoxyphenyl)methyl]pyrazole-3-carboxylic acid COC(=O)C1=CC(=NN1CC1=CC=C(C=C1)OC)C(=O)O